(14S)-8-tert-Butyl-12,12,18-trimethyl-17-phenyl-2λ6-thia-3,9,11,18,23-pentaazatetracyclo[17.3.1.111,14.05,10]tetracosa-1(22),5,7,9,19(23),20-hexaene-2,2,4-trione C(C)(C)(C)C1=CC=C2C(NS(C3=CC=CC(N(C(CC[C@H]4CC(N(C2=N1)C4)(C)C)C4=CC=CC=C4)C)=N3)(=O)=O)=O